(2S)-2-(benzyloxymethyl)oxetane C(C1=CC=CC=C1)OC[C@H]1OCC1